1-(2,6-bis(benzyloxy)pyridin-3-yl)-5-bromo-3-methyl-1H-benzo[d]imidazol-2(3H)-one C(C1=CC=CC=C1)OC1=NC(=CC=C1N1C(N(C2=C1C=CC(=C2)Br)C)=O)OCC2=CC=CC=C2